NCCC[Si](OCC)(OCC)C1=CC=CC=C1 3-Aminopropylphenyldiethoxysilane